dimethylmethylene(cyclopentadienyl)(2,7-di-tert-butylfluorenyl)hafnium dichloride [Cl-].[Cl-].CC(C)=[Hf+2](C1=C(C=CC=2C3=CC=C(C=C3CC12)C(C)(C)C)C(C)(C)C)C1C=CC=C1